C(OC)(OCC(F)(F)F)=O methyl 2,2,2-trifluoroethyl carbonate